C(C)(C)(C)OC(=O)N(C1CN(CC1)C=1C2=CN(N=C2C(=CC1)C(=O)OC)CCOC)C methyl 4-{3-[(tert-butoxy carbonyl) (methyl)amino]pyrrolidin-1-yl}-2-(2-methoxyethyl)indazole-7-carboxylate